1-(2-(3-fluoro-5-(trifluoromethyl)benzyl)pyridin-4-yl)-3-(hydroxymethyl)1,5,6,7-tetrahydro-4H-pyrazolo[4,3-c]pyridin-4-one FC=1C=C(CC2=NC=CC(=C2)N2N=C(C=3C(NCCC32)=O)CO)C=C(C1)C(F)(F)F